(R)-10-bromo-3-(3-((tert-butyldiphenylsilyl)oxy)propyl)-9-chloro-2H-[1,4]thiazino[2,3,4-ij]quinazoline-5,7(3H,6H)-dione BrC1=C(C=C2C(NC(N3C2=C1SC[C@H]3CCCO[Si](C3=CC=CC=C3)(C3=CC=CC=C3)C(C)(C)C)=O)=O)Cl